2-[3-(3,5-difluorophenyl)ureido]-4-fluoro-N-(2-amino-ethyl)benzamide FC=1C=C(C=C(C1)F)NC(NC1=C(C(=O)NCCN)C=CC(=C1)F)=O